tertbutyl (5-hydroxy-2-methylpentan-2-yl)carbamate OCCCC(C)(C)NC(OC(C)(C)C)=O